The molecule is a GDP-hexose having 2,4-diacetamido-2,4,6-trideoxy-alpha-D-glucopyranose as the hexose component. It has a role as a bacterial metabolite. It derives from a bacillosamine. It is a conjugate acid of a GDP-N,N'-diacetylbacillosamine(2-). C[C@@H]1[C@H]([C@@H]([C@H]([C@H](O1)OP(=O)(O)OP(=O)(O)OC[C@@H]2[C@H]([C@H]([C@@H](O2)N3C=NC4=C3N=C(NC4=O)N)O)O)NC(=O)C)O)NC(=O)C